NCC[SiH](O)CCCN 2-Aminoethyl-3-amino-propyl-silanol